4-ethyl-9-(2-carboxycyclohexyl)carbonyloxyanthracene C(C)C1=CC=CC2=C(C3=CC=CC=C3C=C12)OC(=O)C1C(CCCC1)C(=O)O